FC(OC=1C=C(COC2=CC=C(C=C2)C2=NOC(=C2)[C@@H]([C@@](CN2N=NN=C2)(O)C2=C(C=C(C=C2)F)F)C)C=CC1)(F)F (2R,3R)-3-(3-(4-(3-trifluoromethoxybenzyloxy)phenyl)isoxazol-5-yl)-2-(2,4-difluorophenyl)-1-(1H-tetrazol-1-yl)butan-2-ol